4'-(2,4-bis(benzyloxy)-5-isopropyl-N-methylbenzamido)-5-(ethyl(tetrahydro-2H-pyran-4-yl)amino)-4-methyl-[1,1'-biphenyl]-3-carboxylic acid C(C1=CC=CC=C1)OC1=C(C(=O)N(C)C2=CC=C(C=C2)C2=CC(=C(C(=C2)N(C2CCOCC2)CC)C)C(=O)O)C=C(C(=C1)OCC1=CC=CC=C1)C(C)C